N1C=C(C=2C1=NC=CC2)C2=NC(=NC=C2C(F)(F)F)N[C@H]2CN(CC2)C2CCN(CC2)CCC2CCN(CC2)C=2C=C1C=NC(C1=CC2F)=O 5-(4-(2-(4-((R)-3-((4-(1H-pyrrolo[2,3-b]pyridin-3-yl)-5-(Trifluoromethyl)pyrimidin-2-yl)amino)pyrrolidin-1-yl)piperidin-1-yl)ethyl)piperidin-1-yl)-6-fluoro-1-oxoisoindole